ICCCCCC(C)I 1,6-Di-iodoheptane